C1(CCC1)OC1=CC=C2C(NN=C(C2=C1)CC=1C=CC(=C(C(=O)N2CCN(CC2)C2=NC=C(C#N)C(=C2)OC)C1)F)=O 6-(4-(5-((7-cyclobutoxy-4-oxo-3,4-dihydrophthalazin-1-yl)methyl)-2-fluorobenzoyl)piperazin-1-yl)-4-methoxynicotinonitrile